ClC=1C(=C(C=CC1F)[C@@H](NC(=O)[C@H]1NC(NC1)=O)C1(CN(C1)[C@@H](C(F)(F)F)C)C)F (S)-N-((S)-(3-chloro-2,4-difluorophenyl)(3-methyl-1-((R)-1,1,1-trifluoropropan-2-yl)azetidin-3-yl)methyl)-2-oxoimidazolidine-4-carboxamide